CC1(OC2=C(C=C1)C(=C(C(=C2)OS(=O)(=O)C2=CC=C(C)C=C2)C(=O)OC)OC)C methyl 2,2-dimethyl-5-methoxy-7-p-toluenesulfonyloxy-2H-benzopyran-6-carboxylate